CN(CCN(C=1C(=CC2=C(C(C=3NC4=CC(=CC=C4C3C2=O)C#N)(C)C)C1)CC)C)C 8-((2-(dimethylamino)ethyl)(methyl)amino)-9-ethyl-6,6-dimethyl-11-oxo-6,11-dihydro-5H-benzo[b]carbazole-3-carbonitrile